ClC=1C(=NC(=NC1)NC1=C(C=C(C(=C1)C)N1CCC(CC1)N1CCN(CC1)C)OC)NC1=C(C=CC(=C1)Cl)C#C 5-chloro-N4-(5-chloro-2-ethynylphenyl)-N2-(2-methoxy-5-methyl-4-(4-(4-methylpiperazin-1-yl)piperidin-1-yl)phenyl)pyrimidine-2,4-diamine